OC1=C(C=CC=C1)C1=NN(C(=N1)C1=C(C=CC=C1)O)C1=CC=C(C(=O)O)C=C1 4-[3,5-di(2-hydroxyphenyl)-1,2,4-triazole-1-yl]benzoic acid